O.P(=O)([O-])([O-])[O-].[K+].[K+].[K+] Kalium phosphat Monohydrat